4-(2-cyanoethyl)-5-hydroxypyrrolidine-1,2,4-tricarboxylate C(#N)CCC1(CC(N(C1O)C(=O)[O-])C(=O)[O-])C(=O)[O-]